C(C)(C)OC1=CC=C(OC=2C=CC(=C(C2)NC(=O)C2NC(CC2)=O)OC)C=C1 N-(5-(4-Isopropoxyphenoxy)-2-methoxyphenyl)-5-oxopyrrolidine-2-carboxamide